ClC=1C=C(C=NC1N1N=CC=N1)NC(=O)[C@H]1C[C@@](C2=C1C=NC=1N2N=C(C1)F)(C1=NN(C=C1)C)C (6S,8S)-N-(5-chloro-6-(2H-1,2,3-triazol-2-yl)pyridin-3-yl)-2-fluoro-8-methyl-8-(1-methyl-1H-pyrazol-3-yl)-7,8-dihydro-6H-cyclopenta[e]pyrazolo[1,5-a]pyrimidine-6-carboxamide